methanocarbaadenosine [C@]12([C@](C)([C@H](O)[C@@H](CO)O1)C2)N2C=NC=1C(N)=NC=NC21